THIAZOL-5-YLBORONIC ACID S1C=NC=C1B(O)O